tert-butyl-5-trifluoromethylpyrazole C(C)(C)(C)C1=NNC(=C1)C(F)(F)F